CC1COCCC=2N1C1=C(N2)C=CC(=C1)C(=O)OC Methyl 1-methyl-1,2,4,5-tetrahydrobenzo[4,5]imidazo[1,2-d][1,4]oxazepine-9-carboxylate